C(C)(=O)OC1C(OC(C1)[C@H](C(F)(F)F)OC(C)=O)N1C2=NC(=NC(=C2N(C1=O)CC#C)Cl)N 5-((R)-1-Acetoxy-2,2,2-trifluoroethyl)-2-(2-amino-6-chloro-8-oxo-7-(prop-2-yn-1-yl)-7,8-dihydro-9H-purin-9-yl)tetrahydrofuran-3-yl acetate